1-(4-benzyloxyphenyl)-3-[[2-(2,6-dioxo-3-piperidyl)-4-fluoro-1-oxo-isoindolin-5-yl]methyl]urea C(C1=CC=CC=C1)OC1=CC=C(C=C1)NC(=O)NCC=1C(=C2CN(C(C2=CC1)=O)C1C(NC(CC1)=O)=O)F